1-(5-carboxypentyl)-2-[(1E,3E,5E,7Z)-7-(1-ethyl-5-sulfo-1,3-dihydro-2H-indol-2-ylidene)hept-1,3,5-trien-1-yl]-3H-indolium C(=O)(O)CCCCC[N+]1=C(CC2=CC=CC=C12)\C=C\C=C\C=C\C=C\1/N(C2=CC=C(C=C2C1)S(=O)(=O)O)CC